C1(CC1)C=1NC(=NN1)C1CC2(CN(C2)C(=O)N2CC(C2)C=2C=NC(=CC2)N2CC3(C2)OCCC3)C1 [6-(5-Cyclopropyl-4H-1,2,4-triazol-3-yl)-2-azaspiro[3.3]heptan-2-yl]-[3-[6-(5-oxa-2-azaspiro[3.4]octan-2-yl)-3-pyridyl]azetidin-1-yl]methanone